5-((6-((1,3-dimethyl-1H-pyrazol-4-yl)amino)-1-methyl-1H-pyrazolo[3,4-d]pyrimidin-3-yl)amino)-N-(2-(3,3-dimethylpyrrolidin-1-yl)ethyl)-6-methylnicotinamide CN1N=C(C(=C1)NC1=NC=C2C(=N1)N(N=C2NC=2C(=NC=C(C(=O)NCCN1CC(CC1)(C)C)C2)C)C)C